ClC=1C(=C(C=CC1F)C(N[S@](=O)C(C)(C)C)C=1C=NC(=C(C1)Cl)C(F)(F)F)F (R)-N-((3-chloro-2,4-difluorophenyl)(5-chloro-6-(trifluoromethyl)pyridin-3-yl)methyl)-2-methylpropane-2-sulfinamide